C(C)OC1=C(C=CC=C1)C1=NC(=CC(=C1)C1=CC=C(C=C1)C1=CC=C(C=C1)N(C1=CC=C(C=C1)C(C)(C)C)C1=CC=C(C=C1)C(C)(C)C)C1=C(C=CC=C1)OCC 2,6-bis(2-ethyl-oxyphenyl)-4-(4'-bis(4-tert-butylphenyl)aminobiphenyl-4-yl)pyridine